6-anilino-2-(2,6-dichloro-3,5-dimethoxyanilino)pyrido[2,3-b]pyrazin-3(4H)-one N(C1=CC=CC=C1)C=1C=CC2=C(NC(C(=N2)NC2=C(C(=CC(=C2Cl)OC)OC)Cl)=O)N1